NC1=C(C(=O)OC)C=C(C(=C1F)Br)\C=C/F methyl (Z)-2-amino-4-bromo-3-fluoro-5-(2-fluorovinyl)benzoate